CON1CCCC1 methoxypyrrolidine